(2S,3R,4S,5R)-4-[[3-(3,4-difluoro-2-methoxy-phenyl)-5-(difluoromethyl)-4,5-dimethyl-tetrahydrofuran-2-carbonyl]amino]pyridine-2-carboxamide FC=1C(=C(C=CC1F)[C@@H]1[C@H](O[C@@]([C@H]1C)(C)C(F)F)C(=O)NC1=CC(=NC=C1)C(=O)N)OC